ClC1=CC=C(C=C1)NC1=NC(=NC(=N1)N)CN(C)CC1=CC(=CC=C1)F N2-(4-chlorophenyl)-6-(((3-fluorobenzyl)(methyl)amino)methyl)-1,3,5-triazine-2,4-diamine